ethyl 2-amino-5-bromo-2,3-dihydro-1H-indene-2-carboxylate NC1(CC2=CC=C(C=C2C1)Br)C(=O)OCC